C1(CC1)C1=CC(=NC(=C1)N1C[C@H](OCC1)C)N1C(N(C(=C1C)C)CC=1C=NN(C1)CC)=O 1-{4-cyclopropyl-6-[(2R)-2-methylmorpholin-4-yl]pyridin-2-yl}-3-[(1-ethyl-1H-pyrazol-4-yl)methyl]-4,5-dimethyl-1,3-dihydro-2H-imidazol-2-one